C(C)N(C(C(N)=O)=O)CC1=C(C=C(C=C1)C(C(F)(F)F)(F)F)C N'-ethyl-N'-[[2-methyl-4-(1,1,2,2,2-pentafluoroethyl)phenyl]methyl]oxamide